COC=1C=C(C=CC1OC)C=1C(=C2C=CC(=CN2C(C1C(=O)OC)=O)F)C(=O)OC dimethyl 2-(3,4-dimethoxyphenyl)-7-fluoro-4-oxo-4H-quinolizin-1,3-dicarboxylate